FC1=C(C=C(C=C1)OC=1C(=C2C=CNC2=CC1F)CS(=O)(=O)C)C=1OC=C(N1)C1(COC2=C1C=CC=C2CC(=O)O)C 2-(3-(2-(2-fluoro-5-((6-fluoro-4-((methylsulfonyl)methyl)-1H-indol-5-yl)oxy)phenyl)oxazol-4-yl)-3-methyl-2,3-dihydrobenzofuran-7-yl)acetic acid